C[C@@H]1O[C@@H](CN(C1)C=1C=CC=2N(N1)C(=CN2)C2=CC=C(C(=O)NC)C=C2)C 4-(6-((2S,6R)-2,6-dimethylmorpholino)imidazo[1,2-b]pyridazin-3-yl)-N-methylbenzamide